CC1N(C(CNC1)C)C=1C=C2CN(C(C2=C(C1F)F)=O)C1C(NC(CC1)=O)=O 3-(5-(2,6-dimethylpiperazin-1-yl)-6,7-difluoro-1-oxoisoindolin-2-yl)piperidine-2,6-dione